N-(cis-3-methylcyclohexyl)picolinamide C[C@H]1C[C@H](CCC1)NC(C1=NC=CC=C1)=O